ClC=1C(=NC(=NC1)N(CCC)C)NC1=CC=2C3=C(C(N(C2C=C1)C)=O)OCC([C@@H](N3)C3CC3)(F)F (S)-10-((5-chloro-2-(methyl-(propyl)amino)pyrimidin-4-yl)amino)-2-cyclopropyl-3,3-difluoro-7-methyl-1,2,3,4-tetrahydro-[1,4]oxazepino[2,3-c]quinolin-6(7H)-one